[Li+].C(C1=CC=CC=C1)(C1=CC=CC=C1)(C1=CC=CC=C1)[N@]1C(C1)C(=O)[O-] (R)-1-tritylaziridine-2-carboxylic acid lithium salt